C(C)N(C(=O)[C@H]1CN(C)[C@@H]2CC3=CN(C4=CC=CC(C2=C1)=C34)C(CC)=O)C3CC3 1-propionyl-lysergic acid ethylcyclopropylamide